eicosyl n-hexacosanoate C(CCCCCCCCCCCCCCCCCCCCCCCCC)(=O)OCCCCCCCCCCCCCCCCCCCC